CC1=C(C=NC(=C1)C(CC)=O)C1=NC=C2C=C(N=CC2=C1)C1OCC1C(=O)N (7-(4-methyl-6-propionylpyridin-3-yl)-2,6-naphthyridin-3-yl)oxetane-3-carboxamide